(3-(2-(5-((2-acetyl-2,3-dihydro-1H-pyrrolo[3,4-c]pyridin-6-yl)amino)-1H-pyrazol-3-yl)ethyl)-4-methylphenyl)-3-(trifluoromethyl)benzamide C(C)(=O)N1CC=2C=NC(=CC2C1)NC1=CC(=NN1)CCC=1C=C(C=CC1C)C1=C(C(=O)N)C=CC=C1C(F)(F)F